(R)-3-Imino-2,2,5-trimethyl-5-(8-(prop-1-yn-1-yl)dibenzo[b,d]thiophen-2-yl)thiomorpholine 1,1-dioxide N=C1N[C@@](CS(C1(C)C)(=O)=O)(C1=CC2=C(SC3=C2C=C(C=C3)C#CC)C=C1)C